C(#N)C=1C(=CC2=C(C(=C(CCC2)C2=C(C=C(C=C2)Cl)Cl)C2=CC=C(C=C2)CC2CN(C2)CCCF)C1)C(=O)O 2-cyano-8-(2,4-dichlorophenyl)-9-(4-((1-(3-fluoropropyl)azetidin-3-yl)methyl)phenyl)-6,7-dihydro-5H-benzo[7]annulene-3-carboxylic acid